NC(C(CCC(=O)[O-])N1C(C2=CC=C(C=C2C1)Br)=O)=O 5-amino-4-(5-bromo-1-oxoisoindolin-2-yl)-5-oxopentanoate